ClC=1SC(=C(C1C(=O)O)C(=O)O)Cl 2,5-dichloro-thiophene-3,4-dicarboxylic acid